FC=1C(=NN(C1)C[C@H](C)O)[S@@](=O)(N)=NC(NC1=C2C(=NC3=C1CCC3)C3(CC2)CC3)=O (R)-4-fluoro-1-((S)-2-hydroxypropyl)-N'-((1',5',6',7'-tetrahydro-2'H-spiro[cyclopropane-1,3'-dicyclopenta[b,e]pyridin]-8'-yl)carbamoyl)-1H-pyrazole-3-sulfonimidamide